ClC=1C=C(C=CC1)N1CCN(CC1)C(CCC(=O)C1=CC=C(C=C1)CN(C)C)=O 1-[4-(3-chlorophenyl)piperazin-1-yl]-4-[4-(dimethylamino-methyl)phenyl]butane-1,4-dione